(9H-fluoren-9-yl)methyl (1,25-diazido-13-(3-((2-(2-(2-azidoethoxy)ethoxy)ethyl)amino)-3-oxopropyl)-10,16-dioxo-3,6,20,23-tetraoxa-9,17-diazapentacosan-13-yl)carbamate N(=[N+]=[N-])CCOCCOCCNC(CCC(CCC(NCCOCCOCCN=[N+]=[N-])=O)(CCC(=O)NCCOCCOCCN=[N+]=[N-])NC(OCC1C2=CC=CC=C2C=2C=CC=CC12)=O)=O